1-trimethoxysilyl-6-bis(4-methylpiperazin-1-yl)methylsilylhexane CO[Si](CCCCCC[SiH2]C(N1CCN(CC1)C)N1CCN(CC1)C)(OC)OC